dimethoxyaluminum ethoxide [O-]CC.CO[Al+]OC